aminocaproyl-propargyl ether NCCCCCC(=O)OCC#C